diisopropyltryptamine hemi-glutarate hydrochloride Cl.C(CCCC(=O)O)(=O)O.C(C)(C)N(CCC1=CNC2=CC=CC=C12)C(C)C.C(C)(C)N(CCC1=CNC2=CC=CC=C12)C(C)C.Cl